ClC=1C=C(C=CC1F)NC(=O)C=1N(C=C2C1CCC2NC(OCC=2OC=CN2)=O)C Oxazol-2-ylmethyl (1-((3-chloro-4-fluorophenyl)carbamoyl)-2-methyl-2,4,5,6-tetrahydro cyclopenta[c]pyrrol-4-yl)carbamate